4-benzyl-2-[1-(oxetan-3-yl)pyrazol-4-yl]morpholine C(C1=CC=CC=C1)N1CC(OCC1)C=1C=NN(C1)C1COC1